Cl.NC1=C(C=C(OC2=NC=NC=3NC(C=NC23)=O)C=C1)SC 4-(4-amino-3-(methylthio)phenoxy)pteridine-7(8H)-one hydrochloride